1-cyclohexyl-3,4-dihydro-1H-isoquinoline-2-carboxylic acid 1-aza-bicyclo[2.2.2]Oct-3-yl ester N12CC(C(CC1)CC2)OC(=O)N2C(C1=CC=CC=C1CC2)C2CCCCC2